C(C=C)OC([C@H](C[C@H](CC1=CC=CC=C1)NC(=O)C=1N=C(SC1)[C@@H](C[C@H](C(C)C)N(C([C@H]([C@H](CC)C)N)=O)C)OC(C)=O)C)=O (2S,4R)-4-(2-((1R,3R)-1-acetoxy-3-((2S,3S)-2-amino-N,3-dimethylpentanamido)-4-methylpentyl)thiazole-4-carboxamido)-2-methyl-5-phenylpentanoic acid allyl ester